[C@H]12C(=CC([C@H](C1(C)C)C2)[2H])C (-)-alpha-pinene-4-d